FC=1C=C(C=CC1F)CN1C(CCC1=O)C(C(=O)OC)C methyl 2-[1-[(3,4-difluorophenyl)methyl]-5-oxopyrrolidin-2-yl]propionat